C(C#C)N1C(C(NC2=CC=CC=C12)=O)=O 1-(prop-2-yn-1-yl)-1,4-dihydroquinoxalin-2,3-dione